FC1=C(C=CC=C1)C([2H])([2H])NC([C@@H](C)NC(C(C(C(=O)O)([2H])[2H])([2H])[2H])=O)=O (R,S)-4-((1-(((2-fluorophenyl)methyl-d2)amino)-1-oxopropan-2-yl)amino)-4-oxobutanoic acid-2,2,3,3-d4